C(C)(C)(CCC)[S] tert-hexyl-sulfur